(-)-2,2-Dicinnamyl-3-hydroxy-5-(p-tolyl)cyclohexan-1-one C(C=CC1=CC=CC=C1)C1(C(CC(CC1O)C1=CC=C(C=C1)C)=O)CC=CC1=CC=CC=C1